N-chloro-p-toluenesulfonamide sodium salt [Na].ClNS(=O)(=O)C1=CC=C(C)C=C1